6-(4-((3,6-Diazabicyclo[3.1.1]heptan-3-yl)methyl)benzyl)-2-amino-4-(butyl-amino)pyrimido[4,5-d]pyridazin-5(6H)-one C12CN(CC(N1)C2)CC2=CC=C(CN1N=CC3=C(C1=O)C(=NC(=N3)N)NCCCC)C=C2